natrium calcium borate B([O-])([O-])[O-].[Ca+2].[Na+]